C(CC)OP(=S)(OCCC)SCC(C(=O)O)C 3-((di-propoxythiophosphoryl)thio)-2-methylpropionic acid